1-(4-(4,4,5,5-tetramethyl-1,3,2-dioxaborolan-2-yl)phenyl)cyclopropane-1-carbonitrile CC1(OB(OC1(C)C)C1=CC=C(C=C1)C1(CC1)C#N)C